[Si](C)(C)(C(C)(C)C)OC1(CC1)C1=NC=CC(=C1)C1=C(N=C(N1)C1CCC2CC(=CCN12)C1=C(C(=CC=C1N1N=NN=C1)Cl)F)F 3-(5-(2-(1-((tert-butyldimethylsilyl)oxy)cyclopropyl)pyridin-4-yl)-4-fluoro-1H-imidazol-2-yl)-7-(3-chloro-2-fluoro-6-(1H-tetrazol-1-yl)phenyl)-2,3,8,8a-tetrahydroindolizin